2-[7-[(1-methylpyrazolo[3,4-b]pyridin-5-yl)amino]-1-oxo-isoindolin-2-yl]acetic acid CN1N=CC=2C1=NC=C(C2)NC=2C=CC=C1CN(C(C21)=O)CC(=O)O